FC=1C=CC(=NC1)CN1C(C(=CC2=CC(=CN=C12)C(=C)C)C(=O)OCC)=O ethyl 1-[(5-fluoro-2-pyridyl) methyl]-6-isopropenyl-2-oxo-1,8-naphthyridine-3-carboxylate